4,6-dichloro-5-pyrimidinecarboxaldehyde ClC1=NC=NC(=C1C=O)Cl